C1(CCCC1)C1=C(C=NC=2N1N=CC2)NC(=O)NC=2C=NC(=C(C2)C)C2=NOC(=N2)CCCO N-(7-Cyclopentylpyrazolo[1,5-a]pyrimidin-6-yl)-N'-{6-[5-(3-hydroxypropyl)-1,2,4-oxadiazol-3-yl]-5-methylpyridin-3-yl}urea